(phenylpyridinyl)dimethyltriazine C1(=CC=CC=C1)C=1C(=NC=CC1)C=1C(=NN=NC1C)C